FC1=CN=C2N1C=C(C=C2)C2=CNC=1N=C(N=C(C12)OC)NC1CCC(CC1)OC 5-(3-fluoroimidazo[1,2-a]pyridin-6-yl)-4-methoxy-N-((1s,4s)-4-methoxycyclohexyl)-7H-pyrrolo[2,3-d]pyrimidin-2-amine